C(C)(C)(C)C=1C=C(C(=C(C1)C(C)(C)C)O)C 4,6-di-t-butyl-o-cresol